(2R,3S)-2-(3,4-dihydroxyphenyl)-6-[(2R,3R,4S)-2-(3,4-dihydroxyphenyl)-3,5,7-trihydroxy-3,4-dihydro-2H-chromen-4-yl]-3,4-dihydro-2H-chromen-3,5,7-triol OC=1C=C(C=CC1O)[C@H]1OC=2C=C(C(=C(C2C[C@@H]1O)O)[C@@H]1[C@H]([C@H](OC2=CC(=CC(=C12)O)O)C1=CC(=C(C=C1)O)O)O)O